FCCCC1(SCCCS1)C(=O)OCC ethyl 2-(3-fluoropropyl)-1,3-dithiane-2-carboxylate